C[C@@H]1[C@@H](C(CC=C1)(C)C)C(C)=O 1-[(1S,2S)-2,6,6-trimethyl-3-cyclohexen-1-yl]ethan-1-one